C(C)C1(CC1)COC1=NN(C=C1)C(=O)OC(C)(C)C tert-Butyl 3-((1-ethylcyclopropyl)methoxy)-1H-pyrazole-1-carboxylate